2-ethyl-8,9-dimethyl-7-(3-(trifluoromethyl)-7,8-dihydro-1,6-naphthyridin-6(5H)-yl)-4H-pyrimido[1,2-b]pyridazin-4-one C(C)C=1N=C2N(N=C(C(=C2C)C)N2CC=3C=C(C=NC3CC2)C(F)(F)F)C(C1)=O